Ammonium myristat C(CCCCCCCCCCCCC)(=O)[O-].[NH4+]